CNC(C1=NC=CC(=C1)OC1=CC=C(C=C1)C1=NNC(C1)C1=CC=CC=C1)=O N-Methyl-4-(4-(5-phenyl-4,5-dihydro-1H-pyrazol-3-yl)phenoxy)picolinamide